(5-bromopyrazin-2-yl)-N-methylacetamide BrC=1N=CC(=NC1)CC(=O)NC